COC(=O)C1=C(C(=NN1CC)N)Br 3-amino-4-bromo-1-ethyl-1H-pyrazole-5-carboxylic acid methyl ester